ClC1=C(N=C(C=2C(N3[C@@H](COC21)CN(CC3)C(=O)OC(C)(C)C)=O)N3C(CC(C3)O)(C)C)C3=C(C=CC=C3)F tert-Butyl (6aR)-4-chloro-3-(2-fluorophenyl)-1-(4-hydroxy-2,2-dimethylpyrrolidin-1-yl)-12-oxo-6a,7,9,10-tetrahydro-6H-pyrazino[2,1-c]pyrido[3,4-f][1,4]oxazepine-8(12H)-carboxylate